C(C)(C)(C)C1=C(C(=CC=C1)C(C)(C)C)C1=C(C(=C(C=C1)P([O-])[O-])C1=C(C=CC=C1C(C)(C)C)C(C)(C)C)C1=CC=CC=C1 bis(2,6-di-tert-butylphenyl)-3-phenyl-phenylphosphonite